7-(morpholino(o-tolyl)methyl)quinolin-8-ol O1CCN(CC1)C(C1=CC=C2C=CC=NC2=C1O)C1=C(C=CC=C1)C